C[C@@H]1C[C@@H]([C@@H]([C@@]2([C@]13[C@@H]([C@@H](C[C@@H]2OC(=O)C4=COC=C4)C(O3)(C)C)OC(=O)C5=COC=C5)C)OC(=O)C)OC(=O)C6=COC=C6 The molecule is a dihydroagarofuran sesquiterpenoid that consists of dihydro-beta-agarofuran substituted by an acetoxy group at position 1 and furoyloxy groups at positions 2, 6 and 9 (the 1beta,2beta,6alpha,9alpha stereoisomer). Isolated from Celastrus orbiculatus, it exhibits inhibition of both NF-kappaB activation and nitric oxide production. It has a role as a metabolite and a NF-kappaB inhibitor. It is an acetate ester, a bridged compound, a dihydroagarofuran sesquiterpenoid, a cyclic ether and an organic heterotricyclic compound. It derives from a 3-furoic acid.